6-((1S,2S)-2-fluorocyclopropane-1-carboxamido)-N-(methyl-d3)-4-(((R*)-2,4,5-trimethyl-4,5-dihydro-2H-[1,2,3]triazolo[4,5-c][1,7]naphthyridin-6-yl)amino)pyridazine-3-carboxamide F[C@@H]1[C@@H](C1)C(=O)NC1=CC(=C(N=N1)C(=O)NC([2H])([2H])[2H])NC1=NC=CC=2C=3C([C@H](N(C12)C)C)=NN(N3)C |o1:28|